FC1=CC=C(C=C1)C1=C(C(=NC2=CC3=C(C=C12)C=NN3)N[C@H](C(=O)O)C)C(C)C (2S)-2-[[5-(4-fluorophenyl)-6-isopropyl-1H-pyrazolo[4,3-g]quinolin-7-yl]amino]propanoic acid